[C@H]12NC[C@H]([C@@H](C1)N(C1=CC=C(N=N1)C1=C(C=C(C=C1)C=1C=NNC1)O)C)C2 2-(6-(((1R,4R,5R)-2-azabicyclo[2.2.1]heptan-5-yl)(methyl)amino)pyridazin-3-yl)-5-(1H-pyrazol-4-yl)phenol